(6S)-6-{[7-bromo-2-(4-methoxyphenyl)[1,2,4]triazolo[1,5-c]quinazolin-5-yl]amino}-1,4-oxazepan-5-one BrC1=CC=CC=2C=3N(C(=NC12)N[C@@H]1C(NCCOC1)=O)N=C(N3)C3=CC=C(C=C3)OC